(R)-1-(1-hydroxypropan-2-yl)-5-((2-(trimethylsilyl)ethoxy)methyl)-1,5-dihydro-4H-pyrrolo[2,3-d]pyridazin-4-one OC[C@@H](C)N1C=CC2=C1C=NN(C2=O)COCC[Si](C)(C)C